N=1C=CN2C=3N(C=4C=CC=CC4C21)CCCN3 7,8-dihydro-6H-imidazo[1,2-c]pyrimido[1,2-a]quinazoline